8-Chloro-6-(2-(piperidin-1-yl)ethoxy)-N-(4-(trifluoromethyl)pyridin-2-yl)chinolin-2-amin ClC=1C=C(C=C2C=CC(=NC12)NC1=NC=CC(=C1)C(F)(F)F)OCCN1CCCCC1